CC1=NC(=CC=C1S(=O)(=O)N1[C@H]2CC(C[C@@H]1CC2)N)C(F)(F)F (1R,3s,5S)-8-((2-methyl-6-(trifluoromethyl)pyridin-3-yl)sulfonyl)-8-azabicyclo[3.2.1]octan-3-amine